4-(6-(6-(3-(dimethylamino)-2-(4-fluorophenyl)propanoyl)-3,6-diazabicyclo[3.1.1]heptan-3-yl)pyridin-3-yl)-6-ethoxypyrazolo[1,5-a]pyridine-3-carbonitrile CN(CC(C(=O)N1C2CN(CC1C2)C2=CC=C(C=N2)C=2C=1N(C=C(C2)OCC)N=CC1C#N)C1=CC=C(C=C1)F)C